C/C/1=C/CC/C(=C/CC(/C=C/C1)(C)C)/C (1Z,4E,8E)-2,6,6,9-tetramethylcycloundeca-1,4,8-triene